cis-7-amino-5-methyl-7,7a,8,8a-tetrahydrocyclopropa[d]pyrazino[2,3-b]azepin-6(5H)-one NC1C2C(C3=C(N(C1=O)C)N=CC=N3)C2